IC=1C(=CNC(C1)=O)COC(NC)=O ((4-iodo-6-oxo-1,6-dihydropyridin-3-yl)methyl)(methyl)carbamate